F\C(=C/CN)\CN1C=NC2=C1C=C(C=C2C=2C=NC=NC2)C(F)(F)F (Z)-3-fluoro-4-(4-(pyrimidin-5-yl)-6-(trifluoromethyl)-1H-benzo[d]imidazol-1-yl)but-2-en-1-amine